BrCC1=C(C(=C(C(=C1F)F)F)F)SC (2-(bromomethyl)-3,4,5,6-tetrafluorophenyl)(methyl)sulfane